N1(CCC1)C1C(CN(CC1)CC1=CC2=NC(=CC(=C2S1)N1CCOCC1)N1N=C(C=C1)C=1C=C(C=CC1)C)F 4-(2-((4-(azetidin-1-yl)-3-fluoropiperidin-1-yl)methyl)-5-(3-(m-tolyl)-1H-pyrazol-1-yl)thieno[3,2-b]pyridin-7-yl)morpholine